FC(C1=CC=C(C=C1)CCO)(F)F 2-(4-(trifluoromethyl)phenyl)ethan-1-ol